C(N)([O-])=O.C(C)(=O)[O-].C(CS)(=O)[O-].[NH4+].[NH4+].[NH4+] ammonium thioglycolate acetate (carbamate)